1-methyl-N-[2-[(2R)-1-methylpiperidin-2-yl]-1-[[2-(trimethylsilyl)ethoxy]methyl]pyrrolo[3,2-c]pyridin-6-yl]indazole-6-carboxamide CN1N=CC2=CC=C(C=C12)C(=O)NC1=CC2=C(C=N1)C=C(N2COCC[Si](C)(C)C)[C@@H]2N(CCCC2)C